3-chloro-4-(2-ethoxy-2-oxoacetyl)-1-methyl-1H-pyrrole-2-carboxylic acid methyl ester COC(=O)C=1N(C=C(C1Cl)C(C(=O)OCC)=O)C